4-thioxopyrido[1,2-a]pyrimidine-2-carbothioamide S=C1C=C(N=C2N1C=CC=C2)C(N)=S